(R)-(4-(5-(2-chloro-4-(1H-pyrazol-4-yl)phenyl)-1,3,4-thiadiazol-2-yl)piperazin-2-yl)methanol Hydrochloride Salt Cl.ClC1=C(C=CC(=C1)C=1C=NNC1)C1=NN=C(S1)N1C[C@@H](NCC1)CO